C(C)C1=NC2=CC=CC=C2C(=N1)S 2-ethyl-quinazoline-4-thiol